(6R)-2-(1-fluorocyclopropyl)-7-[2-(2-fluorophenyl)sulfonyl-2-azaspiro[3.3]heptan-6-yl]-6-methyl-5,6-dihydrothiazolo[5,4-f][1,4]oxazepine FC1(CC1)C1SC2=CN([C@@H](COC2=N1)C)C1CC2(CN(C2)S(=O)(=O)C2=C(C=CC=C2)F)C1